[Cl-].[Cl-].C(C)C(CC)=[Zr+2](C1C(=CC2=CC=CC=C12)C1=CC(=CC(=C1)C)C)C1C=CC=C1 diethylmethylenecyclopentadienyl-(3,5-dimethylphenylindenyl)zirconium dichloride